ClC1=C(C=CC=C1)C1=C(C2=C(N=C(N=C2)NC2=NC=C(C=C2)CN2CCNCC2)N(C1=O)[C@@H]1CN(CCC1)CCC)C (S)-6-(2-chlorophenyl)-5-methyl-2-((5-(piperazin-1-ylmethyl)pyridin-2-yl)amino)-8-(1-propylpiperidin-3-yl)pyrido[2,3-d]pyrimidin-7(8H)-one